C(CCCCCCCCCC)S n-undecyl thiol